CC1(C2=CC=CC=C2C=2C=CC(=CC12)N(C=1C=CC=C2C1OC1=C2C=2C=CC=CC2C=C1C1=CC=CC=C1)C1=CC=C(C=C1)C1=CC=C(C=C1)C1=CC=CC=C1)C N-(9,9-dimethyl-9H-fluoren-2-yl)-N-(p-terphenyl-4-yl)-6-phenylbenzo[b]naphtho[1,2-d]furan-8-amine